oxo(phenyl)acetic acid 3,7-dimethyloct-2,6-dien-1-yl ester CC(=CCOC(C(C1=CC=CC=C1)=O)=O)CCC=C(C)C